FCCOCCOS(=O)(=O)C1=CC=C(C)C=C1 2-(2-fluoroethoxy)ethyltosylate